5-(4-((3-ethyl-2,4-dioxo-1,2,3,4-tetrahydroquinazolin-7-yl)methyl)piperazin-1-yl)-6-fluoro-N,N-dimethylpicolinamide C(C)N1C(NC2=CC(=CC=C2C1=O)CN1CCN(CC1)C=1C=CC(=NC1F)C(=O)N(C)C)=O